4-chloro-5-phenyl-2,6-di(pyridin-4-yl)pyrimidine ClC1=NC(=NC(=C1C1=CC=CC=C1)C1=CC=NC=C1)C1=CC=NC=C1